F[C@@H]1[C@H](C[C@@]2(C=C[C@H]1N2)C)C(=C)C2=NN=C(S2)C=2C(=CC(=NC2)N2N=CC(=N2)C)O 5-(5-(1-((1R,3R,4R,5R)-4-fluoro-1-methyl-8-azabicyclo[3.2.1]oct-6-en-3-yl)vinyl)-1,3,4-thiadiazol-2-yl)-2-(4-methyl-2H-1,2,3-triazol-2-yl)pyridin-4-ol